OSC=1NC=C(C[C@H](N)C(=O)O)N1 2-(hydroxysulfanyl)histidine